N-(5-hydroxypyridin-2-yl)-4-(pyridin-2-yl)benzamide OC=1C=CC(=NC1)NC(C1=CC=C(C=C1)C1=NC=CC=C1)=O